NC=1C(=NC=CN1)C1=NC=2C(=NC(=CC2)C2=NN(N=C2[2H])C)N1C1=CC=C(CN2CCC(CC2)NC2=NC(=NC=C2)C#N)C=C1 4-((1-(4-(2-(3-Aminopyrazin-2-yl)-5-(2-methyl-2H-1,2,3-triazol-4-yl-5-d)-3H-imidazo[4,5-b]pyridin-3-yl)benzyl)piperidin-4-yl)amino)pyrimidine-2-carbonitrile